[N-](S(=O)(=O)C(F)(F)F)S(=O)(=O)C(F)(F)F.C(CCCCCCC)[P+](CCCC)(CCCC)CCCC octyl-tributylphosphonium bis(trifluoromethanesulfonyl)imide salt